FC1=C(N)C=C(C(=C1)C=1C=NC(=CC1)OC)F 2,5-Difluoro-4-(6-methoxypyridin-3-yl)aniline